ClC=1C(=NC(=NC1)N1C(CC(CC1)(F)F)CO)NC1=CC=2C3=C(C(N(C2C=C1)C)=O)OCC([C@@H](N3)C3CC3)(F)F (2S)-10-((5-Chloro-2-(4,4-difluoro-2-(hydroxymethyl)piperidin-1-yl)pyrimidin-4-yl)amino)-2-cyclopropyl-3,3-difluoro-7-methyl-1,2,3,4-tetrahydro-[1,4]oxazepino[2,3-c]chinolin-6(7H)-on